FC1=C(C(=C(C=C1OC)OC)F)N1C(N(C2=C(C1)C=NC(=C2)CNC(C=C)=O)CC=2C=NC=CC2)=O N-((3-(2,6-difluoro-3,5-dimethoxyphenyl)-2-oxo-1-(pyridin-3-ylmethyl)-1,2,3,4-tetrahydropyrido[4,3-d]pyrimidin-7-yl)methyl)acrylamide